butyl (S)-3-(5-(3-bromophenyl)-3-ureidothiophene-2-carboxamido)piperidine-1-carboxylate BrC=1C=C(C=CC1)C1=CC(=C(S1)C(=O)N[C@@H]1CN(CCC1)C(=O)OCCCC)NC(=O)N